3-chloro-butyric acid vinylester C(=C)OC(CC(C)Cl)=O